CC1NCCC(C1)C1=CC=C(C=C1)C1=CC(=CC2=CC(=CC=C12)C1=CC=C(C=C1)C(F)(F)F)C(=O)O 4-(4-(2-methylpiperidin-4-yl)phenyl)-7-(4-(trifluoromethyl)phenyl)-2-naphthoic acid